(6-ethoxycarbonyl-5-oxo-8-tetrahydrofuran-3-yl-1,8-naphthyridin-3-yl)boronic acid C(C)OC(=O)C=1C(C=2C=C(C=NC2N(C1)C1COCC1)B(O)O)=O